6-(Sulfamylamino)hexanoic acid tert-butyl ester C(C)(C)(C)OC(CCCCCNS(N)(=O)=O)=O